5-[4-(cyanomethoxy)-2,3-difluoro-phenyl]-1H-imidazole-2-carboxamide C(#N)COC1=C(C(=C(C=C1)C1=CN=C(N1)C(=O)N)F)F